N1N=CC=C1CC=1OC2=C(N(C=3C(N(N=CC32)CC3=NC(=CC=C3)C)=O)C)N1 2-((1H-pyrazol-5-yl)methyl)-4-methyl-6-((6-methylpyridin-2-yl)methyl)-4,6-dihydro-5H-oxazolo[5',4':4,5]pyrrolo[2,3-d]pyridazin-5-one